2-(2-((R)-1-(2-(4-chlorophenyl)propan-2-yl)-3-((R or S)-2-(trifluoromethyl)oxetan-2-yl)pyrrolidin-3-yl)ethyl)-5-(methylsulfonyl)pyridine ClC1=CC=C(C=C1)C(C)(C)N1C[C@@](CC1)([C@@]1(OCC1)C(F)(F)F)CCC1=NC=C(C=C1)S(=O)(=O)C |o1:15|